3-(2-(trifluoromethyl)phenyl)isoxazole FC(C1=C(C=CC=C1)C1=NOC=C1)(F)F